propenyl-benzophenone C(=CC)C1=C(C(=O)C2=CC=CC=C2)C=CC=C1